benzo[1,2-c][1,2,5]thiadiazole-6-carboxamide N=1SN=C2C1C=C(C=C2)C(=O)N